O=C1NCNCN1 2-oxohexahydro-s-triazine